N1C(CCC2=CC=CC=C12)C=O (1,2,3,4-tetrahydroquinolin-2-yl)methanone